ClC1=CC(=C(CC=2C=CC=3N(N2)C(=CN3)I)C=C1)F 6-(4-chloro-2-fluorobenzyl)-3-iodoimidazo[1,2-b]pyridazine